NC=1C(=C2C(=NC1)N(C=C2)S(=O)(=O)C2=CC=CC=C2)NC2N(CCC2)C(=O)[O-] ((5-amino-1-(phenyl sulfonyl)-1H-pyrrolo[2,3-b]pyridin-4-yl)amino)pyrrolidine-1-carboxylate